N[C@H](C(=O)O[C@@H]1[C@H](O[C@@]([C@@H]1O)(C#N)C1=CC=C2C(=NC=NN21)N)COC(CC2CCCCC2)=O)C(C)(C)C (2R,3S,4R,5R)-5-(4-aminopyrrolo[2,1-f][1,2,4]triazin-7-yl)-5-cyano-2-((2-cyclohexylacetoxy)methyl)-4-hydroxytetrahydrofuran-3-yl (S)-2-amino-3,3-dimethylbutanoate